9-(1-((6-chloro-2-(1-methyl-1H-1,2,4-triazol-3-yl)pyridin-3-yl)amino)ethyl)-4-ethyl-3-(1-(2-hydroxyethyl)pyrrolidin-3-yl)-7-methyl-3,4-dihydro-5H-pyrazolo[3,4-c]isoquinolin-5-one ClC1=CC=C(C(=N1)C1=NN(C=N1)C)NC(C)C=1C=2C3=C(N(C(C2C=C(C1)C)=O)CC)N(N=C3)C3CN(CC3)CCO